(1s,4s)-4-((3-(2-chloro-4-phenoxybenzyl)-1H-pyrrolo[2,3-b]pyridin-4-yl)amino)cyclohexane-1-carboxylic acid ClC1=C(CC2=CNC3=NC=CC(=C32)NC3CCC(CC3)C(=O)O)C=CC(=C1)OC1=CC=CC=C1